1-((R)-2-(4-cyanobenzamido)-3-cyclohexylpropanoyl)-4-(5-(2-hydroxypropan-2-yl)-1H-1,2,3-triazol-1-yl)pyrrolidine-2-carboxamide C(#N)C1=CC=C(C(=O)N[C@@H](C(=O)N2C(CC(C2)N2N=NC=C2C(C)(C)O)C(=O)N)CC2CCCCC2)C=C1